5-[6,7-difluoro-4-methylsulfanyl-1-(p-tolylsulfonyl)indol-5-yl]oxy-2-fluoro-benzonitrile FC1=C(C(=C2C=CN(C2=C1F)S(=O)(=O)C1=CC=C(C=C1)C)SC)OC=1C=CC(=C(C#N)C1)F